BrC=1C=CC=2OCC(N(C2N1)C)=O 6-bromo-4-methyl-2H-pyrido[3,2-b][1,4]Oxazin-3(4H)-one